4,5,6,7-TETRAFLUORO-N-(4-(1-(2-HYDROXY-2-METHYLPROPANOYL)PIPERIDIN-4-YL)PHENYL)ISOINDOLINE-2-CARBOXAMIDE FC1=C2CN(CC2=C(C(=C1F)F)F)C(=O)NC1=CC=C(C=C1)C1CCN(CC1)C(C(C)(C)O)=O